mercaptononanoic acid SC(C(=O)O)CCCCCCC